CO[C@@]1(CNCC1)CN(C)C 1-[(3S)-3-methoxypyrrolidin-3-yl]-N,N-dimethyl-methanamine